FC1=C(C=CC=C1O)C1=CC=C(C=C1)NC(=O)[C@@H]1N(CCC1)C(=O)NC1=CC=C(C=C1)C(C)C (2R)-N2-(2'-fluoro-3'-hydroxy[1,1'-biphenyl]-4-yl)-N1-[4-(propan-2-yl)phenyl]pyrrolidine-1,2-dicarboxamide